ClC=1N=CC2=C(C=CC(=C2C1)C(C)C)N(C(OC(C)(C)C)=O)C tert-butyl (3-chloro-5-isopropylisoquinolin-8-yl)(methyl)carbamate